4-Methyl-2-[(pyridin-2-yl)methyl]-8-(trifluoromethyl)-4,5-dihydro-2H-furo[2,3-g]indazole-7-carboxylic acid ethyl ester C(C)OC(=O)C1=C(C2=C(CC(C3=CN(N=C23)CC2=NC=CC=C2)C)O1)C(F)(F)F